(S)-5-((1-(sec-butyl)-3-(4-(trifluoromethoxy)phenyl)ureido)methyl)pyrazolo[1,5-a]pyridine-3-carboxamide [C@H](C)(CC)N(C(=O)NC1=CC=C(C=C1)OC(F)(F)F)CC1=CC=2N(C=C1)N=CC2C(=O)N